(S)-1,1,1,3,3,3-hexafluoro-2-(pyrrolidin-2-yl)propan-2-ol FC(C(C(F)(F)F)(O)[C@H]1NCCC1)(F)F